N-(3-(1,1-difluoroethyl)phenyl)-1-(1H-indol-5-yl)-3-methyl-5-oxo-4,5-dihydro-1H-pyrazole-4-carboxamide FC(C)(F)C=1C=C(C=CC1)NC(=O)C1C(=NN(C1=O)C=1C=C2C=CNC2=CC1)C